C(C)(C)(C)NC(=O)N1[C@@H](CCC1)C1=NC(=NO1)CCCC1=CC=CC=C1 (S)-N-(tert-butyl)-2-(3-(3-phenylpropyl)-1,2,4-oxadiazol-5-yl)pyrrolidine-1-carboxamide